C(C)C1=C(C(=CC=C1)CC)N1C(C2(CC1(C)C)CCCC2)[Ru](=C2C=C(C1=CC=CC=C21)C2=CC=CC=C2)(C2N(C(CC21CCCC1)(C)C)C1=C(C=CC=C1CC)CC)(Cl)Cl bis(2-(2,6-diethylphenyl)-3,3-dimethyl-2-azaspiro[4.4]non-1-yl)(3-phenyl-1H-inden-1-ylidene)ruthenium (VI) chloride